(4-(2-(7-amino-2-(furan-2-yl)-[1,2,4]triazolo[1,5-a][1,3,5]triazin-5-ylamino)ethyl)phenyl)-(7,8-dihydro-1,6-naphthyridin-6(5H)-yl)methanone NC1=NC(=NC=2N1N=C(N2)C=2OC=CC2)NCCC2=CC=C(C=C2)C(=O)N2CC=1C=CC=NC1CC2